Cl.FC1=C(C=CC(=C1)C)C(C)(C)NC(=O)[C@@H]1CN[C@@H](CO1)CO (2S,5R)-N-(2-(2-fluoro-4-methylphenyl)propan-2-yl)-5-(hydroxymethyl)morpholine-2-carboxamide hydrochloride